tert-Butyl (3-((3-(5-isopropoxypyridin-2-yl)-1,2,4-thiadiazol-5-yl)amino)pyrazin-2-yl)(methyl)carbamate C(C)(C)OC=1C=CC(=NC1)C1=NSC(=N1)NC=1C(=NC=CN1)N(C(OC(C)(C)C)=O)C